N-(3-chloro-2-methoxyphenyl)-4-({[3-({1-[4-methylmorpholin-2-yl]ethyl}oxy)pyridin-4-yl]methyl}amino)-2-oxo-1,2,5,6-tetrahydropyridine-3-carbothioamide ClC=1C(=C(C=CC1)NC(=S)C=1C(NCCC1NCC1=C(C=NC=C1)OC(C)C1CN(CCO1)C)=O)OC